OC(C)(C)C1=CC=C(C=C1)C(C)(C)O 1,4-bis(2-hydroxy-2-propyl)benzene